methyl (S)-4-(5-amino-3-oxo-4-((((phenyl-d5)methyl-d2)sulfonyl)oxy)-2,3-dihydrofuran-2-yl-2-d)benzoate NC1=C(C([C@](O1)([2H])C1=CC=C(C(=O)OC)C=C1)=O)OS(=O)(=O)C([2H])([2H])C1=C(C(=C(C(=C1[2H])[2H])[2H])[2H])[2H]